ethyl 2-[3-(2-bromoethoxy)-1,2-oxazol-5-yl]-3-methylbutanoate BrCCOC1=NOC(=C1)C(C(=O)OCC)C(C)C